BrC(C(=O)Cl)(F)F 2-bromo-2,2-difluoroacetyl chloride